2-(4-pyridyl)oxazole-4-carboxamide N1=CC=C(C=C1)C=1OC=C(N1)C(=O)N